4-(4-trifluoromethylbenzyl)-7-benzyl-6,7,8,9-tetrahydropyrazolo[1,5-a]pyrido[3,4-e]pyrimidine-5(4H)-one FC(C1=CC=C(CN2C=3N(C4=C(C2=O)CN(CC4)CC4=CC=CC=C4)N=CC3)C=C1)(F)F